NCCOCCOCCNC(CCCC[C@@H]1SC[C@@H]2NC(N[C@@H]21)=O)=O N-(2-(2-(2-aminoethoxy)ethoxy)ethyl)-5-((3aS,4S,6aR)-2-oxohexahydro-1H-thieno[3,4-d]imidazol-4-yl)pentanamide